CN(C(=O)C1CCC(CC1)NC=1N=C(C2=C(N1)NC=C2C2=NC1=CC=CN=C1C=C2)NC)C (1s,4s)-N,N-dimethyl-4-((4-(methylamino)-5-(1,5-naphthyridin-2-yl)-7H-pyrrolo[2,3-d]pyrimidin-2-yl)amino)cyclohexane-1-carboxamide